7-bromo-2,3-dihydro-1,8-naphthyridin-4(1H)-one BrC1=CC=C2C(CCNC2=N1)=O